tert-butyl 4-((4-(2,6-dimethoxy-4-(2-methyl-1-oxo-1,2-dihydro-2,7-naphthyridin-4-yl)phenoxy)piperidin-1-yl)methyl)piperidine-1-carboxylate TFA salt OC(=O)C(F)(F)F.COC1=C(OC2CCN(CC2)CC2CCN(CC2)C(=O)OC(C)(C)C)C(=CC(=C1)C1=CN(C(C2=CN=CC=C12)=O)C)OC